NC1=CC=C(C=N1)CC1=C(C#N)C=C(C=C1)F ((6-aminopyridin-3-yl)methyl)-5-fluorobenzonitrile